6-(5-(tert-butyl)pyridin-2-yl)-2-(4-((2-methoxyethoxy)methoxy)-3-nitrophenyl)-3,4-dihydroisoquinolin-1(2H)-one C(C)(C)(C)C=1C=CC(=NC1)C=1C=C2CCN(C(C2=CC1)=O)C1=CC(=C(C=C1)OCOCCOC)[N+](=O)[O-]